6-cyclopropyl-1-(4-fluorophenyl)-2-oxo-pyridine-3-carboxylic acid C1(CC1)C1=CC=C(C(N1C1=CC=C(C=C1)F)=O)C(=O)O